N[C@H](CCN1C[C@@H](C[C@H](C1)C)COC1=CC=C2CCC(NC2=C1)=O)C1=C(C(=CC=C1)Cl)Cl 7-(((3R,5R)-1-((R)-3-amino-3-(2,3-dichlorophenyl)propyl)-5-methylpiperidin-3-yl)methoxy)-3,4-dihydroquinolin-2(1H)-one